2-(4-chlorophenyl)oct-1-en-3-yne ClC1=CC=C(C=C1)C(=C)C#CCCCC